2-[(allyloxy)methyl]-2-ethyl-1,3-propanediol C(C=C)OCC(CO)(CO)CC